FC(C=1C=2C=3N(C=NC2C=CC1)N=CN3)(F)F 10-(trifluoromethyl)-[1,2,4]triazolo[1,5-c]quinazolin